N[C@@H](C(=O)N[C@H]1[C@H]2SC([C@@H](N2C1=O)C(=O)O)(C)C)C1=CC=CC=C1 (2s,5R,6R)-6-((R)-2-amino-2-phenylacetylamino)-3,3-dimethyl-7-oxo-4-thia-1-azabicyclo[3.2.0]heptane-2-carboxylic acid